S(C)(=O)(=O)O.ClC=1C=C(OC2=CC=NC3=CC(=C(C=C23)C(=O)N)OC)C=CC1NC(=O)NC1CC1 4-(3-Chloro-4-(3-cyclopropylureido)phenoxy)-7-methoxyquinoline-6-carboxamide Mesylate